(tert-butylamino)tetramethyl-cyclopentadienyl-dimethyl-titanium C(C)(C)(C)N[Ti](C)(C)C1C(=C(C(=C1C)C)C)C